C(C)(C)(C)C=1C=C2C=NN(C(C2=C(C1)F)=O)C1=C(C=O)C(=CC=N1)I 2-(6-(tert-butyl)-8-fluoro-1-oxophthalazin-2(1H)-yl)-4-iodonicotinaldehyde